(5-fluoropyridin-2-yl)-4',5'-dihydrospiro[cyclopropane-1,6'-pyrrolo[1,2-b]Pyrazole] FC=1C=CC(=NC1)C=1C=C2N(N1)C1(CC2)CC1